FC1=C(C=C(C=C1)OC)C(F)(F)F 1-fluoro-4-methoxy-2-(trifluoromethyl)benzene